ClC1=C(COC=2C(=NC=C(N2)C2=CC(=CC=C2)OCCN2CCOCC2)N)C(=CC=C1)Cl 3-(2,6-dichloro-benzyloxy)-5-[3-(2-morpholin-4-yl-ethoxy)-phenyl]-pyrazin-2-ylamine